thiodipropionate (distearyl thiodipropionate) C(CCCCCCCCCCCCCCCCC)C(C(=O)O)(CSCCC(=O)O)CCCCCCCCCCCCCCCCCC.S(CCC(=O)O)CCC(=O)O